2-(3-chlorophenyl)-2-methyl-1-phenylpropan-1-ol ClC=1C=C(C=CC1)C(C(O)C1=CC=CC=C1)(C)C